N-(5-(4-fluorophenoxy)pyridin-2-yl)-2-(4-(6-oxo-1,6-dihydropyridine-3-carbonyl)piperazin-1-yl)propanamide FC1=CC=C(OC=2C=CC(=NC2)NC(C(C)N2CCN(CC2)C(=O)C2=CNC(C=C2)=O)=O)C=C1